CN1C[C@H]2C([C@H]2C1)C(=O)NC=1SC2=NC(=CC=C2N1)C1=CC=NC=C1 (1R,5S,6r)-3-methyl-N-(5-(pyridin-4-yl)thiazolo[5,4-b]pyridin-2-yl)-3-azabicyclo[3.1.0]hexane-6-carboxamide